2-(6-((4-bromo-1H-imidazol-1-yl)methyl)pyridin-3-yl)-5-(difluoromethyl)-1,3,4-oxadiazole BrC=1N=CN(C1)CC1=CC=C(C=N1)C=1OC(=NN1)C(F)F